TETRAOCTADECYL-AMMONIUM BROMIDE [Br-].C(CCCCCCCCCCCCCCCCC)[N+](CCCCCCCCCCCCCCCCCC)(CCCCCCCCCCCCCCCCCC)CCCCCCCCCCCCCCCCCC